2-[4-[4-[2-[2-[2-(2-aminoethoxy)ethoxy]ethoxy]ethoxy]-2-hydroxy-phenyl]-6-(4-methoxyphenyl)-1,3,5-triazin-2-yl]phenol NCCOCCOCCOCCOC1=CC(=C(C=C1)C1=NC(=NC(=N1)C1=CC=C(C=C1)OC)C1=C(C=CC=C1)O)O